N1-(3-(4-methoxybutoxy)-4-(4-(trifluoromethyl)piperidin-1-yl)phenyl)cyclohexane-1,4-diamine COCCCCOC=1C=C(C=CC1N1CCC(CC1)C(F)(F)F)NC1CCC(CC1)N